BrC1=CC=C(C=C1)C=1C=CC[C@@H]2COCC12 (3aS,7R,7aR)-7-(4-bromophenyl)tetrahydroisobenzofuran